2,4,6-Tris(di-methylaminomethyl)phenol CN(C)CC1=C(C(=CC(=C1)CN(C)C)CN(C)C)O